C1(=CC=CC=C1)N1C(=NC2=C1C=CC=C2)C2=C(C=CC=C2)C(F)(F)F 1-phenyl-2-(2-(trifluoromethyl)phenyl)-1H-benzo[d]imidazole